(4-(4-(benzo[d]thiazol-5-ylamino)-5-fluoroquinolin-6-yl)-3-fluorophenyl)(2-oxa-6-azaspiro[3.3]heptan-6-yl)methanone S1C=NC2=C1C=CC(=C2)NC2=CC=NC1=CC=C(C(=C21)F)C2=C(C=C(C=C2)C(=O)N2CC1(COC1)C2)F